C(C=C)OCC(COC(C(=C)C)=O)(C)O 3-(allyloxy)-2-hydroxy-2-methylpropylmethacrylate